5-(4-(azetidin-1-yl)piperidin-1-yl)-2-cyclopropoxyaniline N1(CCC1)C1CCN(CC1)C=1C=CC(=C(N)C1)OC1CC1